(2R,4R)-4-[(1S)-1-[(3-aminophenyl)methyl]-2-tert-butoxy-2-oxoethyl]-2-methyl-pyrrolidine-1-carboxylic acid tert-butyl ester C(C)(C)(C)OC(=O)N1[C@@H](C[C@@H](C1)[C@@H](C(=O)OC(C)(C)C)CC1=CC(=CC=C1)N)C